CC1=CC2=C(C(C(=CO2)S(=O)(=O)C2=CC=C(C=C2)C(F)(F)F)=O)C=C1 7-methyl-3-((4-(trifluoromethyl)phenyl)sulfonyl)-4H-benzopyran-4-one